C1(=CC=CC=C1)P(N=P(C1=CC=CC=C1)(C1=CC=CC=C1)C1=CC=CC=C1)(NP)(C1=CC=CC=C1)C1=CC=CC=C1 hexaphenyl-triphosphazene